C(C1=CC=CC=C1)(=S)SC(C)(C)C1=CC=CC=C1 2-phenylprop-2-yl dithiobenzoate